FC(CC1=C(C=CC=C1F)NC(=S)C=1C(NCCC1O)=O)F N-[2-(2,2-difluoroethyl)-3-fluorophenyl]-4-hydroxy-2-oxo-1,2,5,6-tetrahydropyridine-3-carbothioamide